ClC1=NC=C(C(=N1)C1=CC(=NC=C1)C1=CC=C(C=C1)F)Cl 2,5-dichloro-4-[2-(4-fluorophenyl)-4-pyridyl]pyrimidine